3-(pyrazin-2-yl)propionic acid methyl ester COC(CCC1=NC=CN=C1)=O